C1(CC1)C=1C=C(C=2C=CC=3N(C2N1)C=C(N3)C=3OC=NN3)C(F)(F)F 2-[2-cyclopropyl-4-(trifluoromethyl)imidazo[1,2-a]1,8-naphthyridin-8-yl]-1,3,4-oxadiazole